8-chloro-5-methoxy-2-(pyridin-4-yl)pyrido[3,4-d]Pyrimidin-4-ol ClC1=NC=C(C2=C1N=C(N=C2O)C2=CC=NC=C2)OC